CC1=NC(=CC=C1C1(C2CC3(CC(CC1C3)C2)N)N)N2CC(OCC2)C 4-(2-methyl-6-(2-methylmorpholino)pyridin-3-yl)adamantan-1,4-diamine